1,4-Dibromo-2,5-bis(prop-2-yn-1-yloxy)benzene tert-butyl-4-(6-(((1r,4r)-4-(3-chloro-4-cyanophenoxy)cyclohexyl)carbamoyl)pyridazin-3-yl)piperazine-1-carboxylate C(C)(C)(C)OC(=O)N1CCN(CC1)C=1N=NC(=CC1)C(NC1CCC(CC1)OC1=CC(=C(C=C1)C#N)Cl)=O.BrC1=C(C=C(C(=C1)OCC#C)Br)OCC#C